2-[(1-methyl-2-phenyl-1H-indol-3-yl)methylene]propanedinitrile CN1C(=C(C2=CC=CC=C12)C=C(C#N)C#N)C1=CC=CC=C1